OC1C(NC(N1CC1=CC(=C(C=C1)Cl)Cl)=O)=O 5-hydroxy-1-(3,4-dichlorobenzyl)hydantoin